2-chloro-3-(2-(dimethylamino)ethyl)-1H-indol-4-yl hydrogen phosphate P(=O)(OC1=C2C(=C(NC2=CC=C1)Cl)CCN(C)C)(O)[O-]